Cl.O=C1NC2=C(N1C=1C=C(C=CC1)C[C@H](C(=O)O)[C@@H]1CNCC1)C=CC=C2 (2S)-3-[3-(2-Oxo-2,3-dihydro-1H-benzimidazol-1-yl)phenyl]-2-[(3R)-pyrrolidin-3-yl]propanoic acid hydrochloride